4-methoxy-N1-methylpyrrolidine-1,2-dicarboxamide COC1CC(N(C1)C(=O)NC)C(=O)N